FC1=C(C=C(C=C1)N(C(=O)C=1C=CC=2N(C1)C(=CN2)C=2C=NC(=CC2)NC(NOC)=O)C)OC N-(4-fluoro-3-methoxy-phenyl)-3-[6-(methoxycarbamoylamino)-3-pyridyl]-N-methyl-imidazo[1,2-a]pyridine-6-carboxamide